C(C)OC(=O)C1=NC(=C(N=C1N1CCC2([C@@H]([C@@H](OC2)C)NC(=O)OC(C)(C)C)CC1)C)Br 6-bromo-3-((3S,4S)-4-((tert-butoxycarbonyl)amino)-3-methyl-2-oxa-8-azaspiro[4.5]dec-8-yl)-5-methylpyrazine-2-carboxylic acid ethyl ester